C(C1=CC=CC=C1)OC1=NC(=CC=C1C1=NN(C2=CC(=CC=C12)C=1CCN(CC1)C[C@H]1[C@H](CN(CC1)C(=O)OC(C)(C)C)C)C)OCC1=CC=CC=C1 tert-butyl (3R,4R)-4-((4-(3-(2,6-bis(benzyloxy)pyridin-3-yl)-1-methyl-1H-indazol-6-yl)-3,6-dihydropyridin-1(2H)-yl)methyl)-3-methylpiperidine-1-carboxylate